(4-(2-methoxyphenyl)piperazin-1-yl)(4-((3-(pyridin-3-yl)-1H-1,2,4-triazol-1-yl)-sulfonyl)-phenyl)methanone COC1=C(C=CC=C1)N1CCN(CC1)C(=O)C1=CC=C(C=C1)S(=O)(=O)N1N=C(N=C1)C=1C=NC=CC1